C(C(=C)C)(=O)O.CC1=C(C=C(C=C1)C(C)(C)C)OC(C)=O methyl-2-acetoxy(4-tert-butylbenzene) methacrylate